C(C)(C)(C)[C@H]1C=2C(C(NC1)C)=NN(C2OS(=O)(=O)C(F)(F)F)C tert-butyl-(S)-2,7-dimethyl-3-(((trifluoromethyl)sulfonyl)oxy)-2,4,5,7-tetrahydro-6H-pyrazolo[3,4-c]pyridine